1-(2,6-dichlorophenyl)-1,3-dihydro-2H-indol-2-one ClC1=C(C(=CC=C1)Cl)N1C(CC2=CC=CC=C12)=O